[K].N1CCOCC1 morpholine monopotassium salt